(1r,4r)-4-(6-cyclopropoxy-5-iodo-2H-indazol-2-yl)cyclohexane-1-ol C1(CC1)OC=1C(=CC2=CN(N=C2C1)C1CCC(CC1)O)I